tert-butyl-dimethyl-[4-(2-methylpyrazol-3-yl)oxybutoxy]silane C(C)(C)(C)[Si](OCCCCOC=1N(N=CC1)C)(C)C